C1(CC1)N1N=CC(=C1)[C@@H]1OCCC(C1)C1=NC=2NC(CNC2C(=N1)C1=C(C=C(C=C1)C(F)(F)F)F)C 2-[(2R)-2-(1-cyclopropylpyrazol-4-yl)tetrahydropyran-4-yl]-4-[2-fluoro-4-(trifluoromethyl)phenyl]-7-methyl-5,6,7,8-tetrahydropteridine